The molecule is an organophosphate oxoanion obtained by deprotonation of the phosphate OH groups of D-fructofuranose 6-phosphate; major species at pH 7.3. It has a role as a fundamental metabolite. It derives from a D-fructofuranose. It is a conjugate base of a D-fructofuranose 6-phosphate. C([C@@H]1[C@H]([C@@H](C(O1)(CO)O)O)O)OP(=O)([O-])[O-]